CC(C(=O)O)(CN1C[C@@H]2OCCN[C@@H]2C1=O)C |o1:8,13| 2,2-Dimethyl-3-((4aS*,7aS*)-5-oxohexahydropyrrolo[3,4-b][1,4]oxazin-6(2H)-yl)propanoic acid